dichloro(benzene-d) ClC=1C(=C(C=CC1)[2H])Cl